C1(=CC=CC=C1)C1(CC=CC2=NC3=CC=CC=C3N=C12)C1=CC=CC=C1 Diphenyl-dihydrophenazine